2-(4-hydroxyphenyl)-1H-indole-1-carboxylic acid tert-butyl ester C(C)(C)(C)OC(=O)N1C(=CC2=CC=CC=C12)C1=CC=C(C=C1)O